5-(sec-butyl)-2-fluoro-4-isocyanato-3-isopropylbenzonitrile C(C)(CC)C=1C(=C(C(=C(C#N)C1)F)C(C)C)N=C=O